Methyl 1-(4-{[(2-chlorophenyl) acetyl] amino}-2-sulfamoylphenyl)-1H-pyrazole-4-carboxylate ClC1=C(C=CC=C1)CC(=O)NC1=CC(=C(C=C1)N1N=CC(=C1)C(=O)OC)S(N)(=O)=O